3-(4-Fluorophenyl)-4,6-diphenylpyridazine FC1=CC=C(C=C1)C=1N=NC(=CC1C1=CC=CC=C1)C1=CC=CC=C1